4-[5-[3,5-bis(difluoromethyl)phenyl]-5-(trifluoromethyl)-4H-isoxazol-3-yl]-2-methyl-benzoic acid methyl ester COC(C1=C(C=C(C=C1)C1=NOC(C1)(C(F)(F)F)C1=CC(=CC(=C1)C(F)F)C(F)F)C)=O